C(C)(C)(C)[Si](C)(C)O[C@@H]1C[C@@H](C1)OCC1=C(C(=C(C=C1)C)F)F Tert-butyl-((cis-3-((2,3-difluoro-4-methylbenzyl)oxy)cyclobutyl)oxy)dimethylsilane